OC1CN(CC1)CCC1OC(C2=CC=CC=C12)=O 3-(2-(3-hydroxypyrrolidinyl)ethyl)-1(3H)-isobenzofuranone